C12C3(CCCC3C(CC1)C2)C(=O)OCC ethyl tricyclo[5.2.1.02,6]decan-2-yl-carboxylate